COC1=NOC(=C1)C(C(=O)O)C(C)C 2-(3-methoxyisoxazol-5-yl)-3-methylbutyric acid